(4-chlorophenyl)methyl 5-chloro-6-piperazin-1-yl-pyridine-3-carboxylate ClC=1C=C(C=NC1N1CCNCC1)C(=O)OCC1=CC=C(C=C1)Cl